(R)-N-(4,4-difluoro-1-methylpyrrolidin-3-yl)-6-fluoro-4-(methoxy-d3)-5-(1-(2,2,2-trifluoroethyl)-1H-benzo[d][1,2,3]triazol-6-yl)pyrrolo[2,1-f][1,2,4]triazin-2-amine FC1([C@@H](CN(C1)C)NC1=NN2C(C(=N1)OC([2H])([2H])[2H])=C(C(=C2)F)C=2C=CC1=C(N(N=N1)CC(F)(F)F)C2)F